N-(3,3-difluorocyclobutyl)-5-(3-fluoroimidazo[1,2-a]pyridin-6-yl)-7H-pyrrolo[2,3-d]pyrimidin-2-amine FC1(CC(C1)NC=1N=CC2=C(N1)NC=C2C=2C=CC=1N(C2)C(=CN1)F)F